CC1=NC=CC(C1)(F)F methyl-4,4-difluoropyridine